ClC=1C=C(CN2C(C3=CC=CC=C3C(C2(C)C)C(=O)O)=O)C=CC1 2-(3-chlorobenzyl)-3,3-dimethyl-1-oxo-1,2,3,4-tetrahydroisoquinoline-4-carboxylic acid